BrC1=C(C(=C(N(C1=O)C1=C(C=CC=C1F)F)C)C#N)OCC1=C(C=C(C=C1)F)F 5-bromo-4-[(2,4-difluorobenzyl)oxy]-1-(2,6-difluorophenyl)-2-methyl-6-oxo-1,6-dihydropyridine-3-carbonitrile